N1(CCC1)[C@@H](C)C1=C(CN2C(C3=CC=CC=C3C2=O)=O)C(=CC=C1)F (S)-2-(2-(1-(azetidin-1-yl)ethyl)-6-fluorobenzyl)isoindoline-1,3-dione